(2R,6S)-N-[2-(1-benzylpiperidin-4-yl)ethyl]-4-(5-cyano-4-methoxypyrimidin-2-yl)-2,6-dimethylpiperazine-1-carboxamide C(C1=CC=CC=C1)N1CCC(CC1)CCNC(=O)N1[C@@H](CN(C[C@@H]1C)C1=NC=C(C(=N1)OC)C#N)C